4-[2-ethoxyethyl-[4-(5,6,7,8-tetrahydro-1,8-naphthyridin-2-yl)butyl]amino]-2-[[4-(trifluoromethyl)pyridine-3-carbonyl]amino]butanoic acid C(C)OCCN(CCC(C(=O)O)NC(=O)C=1C=NC=CC1C(F)(F)F)CCCCC1=NC=2NCCCC2C=C1